3-(3-(5-((3-(2,6-dichlorophenyl)-5-phenylisoxazol-4-yl)methoxy)pyrazin-2-yl)-3-hydroxycyclobutyl)-5-methylbenzoic acid ClC1=C(C(=CC=C1)Cl)C1=NOC(=C1COC=1N=CC(=NC1)C1(CC(C1)C=1C=C(C(=O)O)C=C(C1)C)O)C1=CC=CC=C1